4-[(Z)-N-[3-(aminomethyl)-3,5,5-trimethylcyclohexyl]-C-hydroxycarbonimidoyl]benzoic acid NCC1(CC(CC(C1)(C)C)\N=C(/O)\C1=CC=C(C(=O)O)C=C1)C